(3R)-3-{[2-(1-methyl-1H-pyrazol-4-yl)-8-(trifluoromethyl)[1,2,4]triazolo[1,5-c]quinazolin-5-yl]amino}azepin-2-one CN1N=CC(=C1)C1=NN2C(=NC=3C=C(C=CC3C2=N1)C(F)(F)F)NC=1C(N=CC=CC1)=O